2-((2S,4R)-4-((tert-butoxycarbonyl)amino)-1-(1,2-dimethyl-1H-imidazole-4-carbonyl)pyrrolidin-2-yl)thiazole-4-carboxylic acid C(C)(C)(C)OC(=O)N[C@@H]1C[C@H](N(C1)C(=O)C=1N=C(N(C1)C)C)C=1SC=C(N1)C(=O)O